1-(7Z,10Z,13Z,16Z-docosatetraenoyl)-2-(11Z,14Z-eicosadienoyl)-glycero-3-phosphocholine CCCCC/C=C\C/C=C\CCCCCCCCCC(=O)O[C@H](COC(=O)CCCCC/C=C\C/C=C\C/C=C\C/C=C\CCCCC)COP(=O)([O-])OCC[N+](C)(C)C